C(=O)(O)C=1C=C(C=C(C1)OC1=C(C(C(=O)O)=CC=C1)C(=O)O)OC1=C(C(C(=O)O)=CC=C1)C(=O)O 3'-((5-carboxyl-1,3-phenylene)bis(oxy))diphthalic acid